2,3,4-trihydroxypentanedioic acid OC(C(=O)O)C(C(C(=O)O)O)O